S1C(=NC2=C1C=CC=C2)C(=O)N2CC=1C(CC2)=C(N(N1)C)C1=CC=CC=C1 benzo[d]thiazol-2-yl-(2-methyl-3-phenyl-2,4,5,7-tetrahydro-6H-pyrazolo[3,4-c]pyridin-6-yl)methanone